N-(1-(6-Bromoisochroman-8-yl)-3-(1,3-dioxan-2-yl)propyl)-2-methylpropane-2-sulfenamide BrC=1C=C2CCOCC2=C(C1)C(CCC1OCCCO1)NSC(C)(C)C